Cl.BrC=1C=CC(=NC1)C1CN2[C@H](CO1)CNCC2 (9aS)-3-(5-bromopyridin-2-yl)octahydropyrazino[2,1-c][1,4]oxazine hydrochloride